4-(3-(4-(difluoromethyl)phenyl)-1,2,4-oxadiazol-5-yl)-N-(3-(4-(pyridin-2-ylmethyl)piperidin-1-yl)propyl)piperazine-1-carboxamide FC(C1=CC=C(C=C1)C1=NOC(=N1)N1CCN(CC1)C(=O)NCCCN1CCC(CC1)CC1=NC=CC=C1)F